diazomethaneBis-sulfonyl-diazomethane [N+](=[N-])=CN=NS(=O)(=O)CS(=O)(=O)N=NC